1-((2-((R)-1-(3,4-Dichlorobenzoyl)Piperidin-3-Yl)-4-(Isoxazol-4-Ylcarbamoyl)-1-Methyl-6-Oxo-1,6-Dihydropyrimidin-5-Yl)Oxy)Ethyl Ethyl Carbonate C(OC(C)OC1=C(N=C(N(C1=O)C)[C@H]1CN(CCC1)C(C1=CC(=C(C=C1)Cl)Cl)=O)C(NC=1C=NOC1)=O)(OCC)=O